NC1=C(C=NN1C=1C=NC(=CC1C)OC1=C(C=CC=C1F)F)C(=O)C1=CC=2C=C3CCN(CC3=CC2N1)C1CCN(CC1)C (5-amino-1-{6-[(2,6-difluorophenyl)oxy]-4-methylpyridin-3-yl}pyrazol-4-yl)[7-(1-methyl-hexahydropyridin-4-yl)-5,6,7,8-tetrahydro-1H-pyrrolo[3,2-g]isoquinolin-2-yl]methanone